(2R,3R)-3-[(R)-1-tert-butyldimethyl-oxo-ethyl]-1-(4-methoxyphenyl)-4-acetoxyl-2-azetidinone C(C)(C)(C)[C@](C(=O)C)([C@H]1C(N(C1OC(=O)C)C1=CC=C(C=C1)OC)=O)C